COC=1C=C2CCN(CC2=CC1OC)CCCCCC1=CC=C(S1)C=O 5-(5-(6,7-dimethoxy-3,4-dihydroisoquinolin-2(1H)-yl)pentyl)thiophene-2-carbaldehyde